4-Methylbenzene CC1=CC=CC=C1